COC=1C=C(C=C(C1)OC)N(C1=CC=C2N=CC(=NC2=C1)C=1C=NN(C1)CC1=CC=C(C=C1)/C=C/C(=O)NO)CCNC(C)C (E)-3-(4-((4-(7-((3,5-dimethoxyphenyl)(2-(isopropylamino)ethyl)amino)quinoxalin-2-yl)-1H-pyrazol-1-yl)methyl)phenyl)-N-hydroxyacrylamide